O=C([C@H](O)[C@@H](O)[C@H](O)[C@H](O)CO)O.O=C([C@H](O)[C@@H](O)[C@H](O)[C@H](O)CO)O.N[C@H](C(=O)NCCN1CCOCC1)[C@H](CC)C (2S,3S)-2-amino-3-methyl-N-(2-morpholinoethyl)-pentanamide Digluconate